prop-2-en-1-yl (2S,3S)-3-(4-chlorophenyl)-2-methyl-3-[(2-methylpropane-2-(R)-sulfinyl)amino]propanoate ClC1=CC=C(C=C1)[C@H]([C@@H](C(=O)OCC=C)C)NS(=O)C(C)(C)C